ClC1=CC=C(C=C1)C=1C=C(C=CC1)[C@@H]1OCC[C@H](NC1=O)CNC(=O)C=1N=CN(C1)C N-[[(2S,5S)-2-[3-(4-chlorophenyl)phenyl]-3-oxo-1,4-oxazepan-5-yl]methyl]-1-methyl-imidazole-4-carboxamide